Cl.C(C)(=O)ONC(=N)C1=C(SC(=C1)CN)C(F)(F)F N-acetoxy-5-(aminomethyl)-2-(trifluoromethyl)thiophene-3-carboxamidine hydrochloride